COC(NC(C(C)OC1=C(C=C(C(=C1)N1C(N(C(N(C1=O)C)=S)C)=O)F)Cl)=O)=O (2-(2-chloro-5-(3,5-dimethyl-2,6-dioxo-4-thioxo-1,3,5-triazin-1-yl)-4-fluorophenoxy)propionyl)carbamic acid methyl ester